ethyl 5-methyl-6-oxo-1H-pyridazine-4-carboxylate CC1=C(C=NNC1=O)C(=O)OCC